prop-2-ynyl-amide C(C#C)[NH-]